2-(6-fluoroindolin-5-yl)-N-(3-(4-fluoropiperidin-1-yl)propyl)benzo[d]imidazo[2,1-B]thiazole-7-carboxamide FC1=C(C=C2CCNC2=C1)C=1N=C2SC3=C(N2C1)C=CC(=C3)C(=O)NCCCN3CCC(CC3)F